CO[Si](CC(CC(C)(C)C)C)(OC)OC Trimethoxy(2,4,4-trimethylpentyl)silan